L-alanyl-L-tyrosine N[C@@H](C)C(=O)N[C@@H](CC1=CC=C(C=C1)O)C(=O)O